2-[1,4]Diazepan-1-yl-1,7,11b-triaza-benzo[c]fluorene-6-carboxylic acid amide N1(CCNCCC1)C1=NC2=C(C=C(C3=NC=4C=CC=CC4N23)C(=O)N)C=C1